bis(2,4,6-trimethylbenzoyl)-2,4-diisobutyloxyphenylphosphine oxide CC1=C(C(=O)P(C2=C(C=C(C=C2)OCC(C)C)OCC(C)C)(C(C2=C(C=C(C=C2C)C)C)=O)=O)C(=CC(=C1)C)C